C(C)NC1=CC(=CC(=N1)N1C(C2=CC(=CC(=C2C1)C(F)(F)F)CN1C[C@H](CCC1)CSC)=O)C1(COC1)CC1=NN=CN1C 2-[6-(ethylamino)-4-{3-[(4-methyl-1,2,4-triazol-3-yl)methyl]oxetan-3-yl}pyridin-2-yl]-6-{[(3S)-3-[(methylsulfanyl)methyl]piperidin-1-yl]methyl}-4-(trifluoromethyl)-3H-isoindol-1-one